FC(OC1=NC(=CC=C1NC(=O)C1(CNC1)C1=C(C=CC=C1C(C)C)F)C)F N-(2-(difluoromethoxy)-6-methylpyridin-3-yl)-3-(2-fluoro-6-isopropylphenyl)azetidine-3-carboxamide